C(CCCCCCCCCCCCCCCCCCCCCCC)O Tetracosanol